N(=[N+]=[N-])C[C@H]1N(C[C@@H](C1)O)C(=O)OC(C)(C)C tert-butyl (2S,4R)-2-(azidomethyl)-4-hydroxypyrrolidine-1-carboxylate